C(#N)[C@H]1N(CC(C1)(F)F)C(CNC(=O)C1=CC=NC2=CC=C(C=C12)OCCCCNC([C@H](CCC(=O)NCCCCOC=1C=C2C(=CC=NC2=CC1)C(NCC(N1[C@@H](CC(C1)(F)F)C#N)=O)=O)NC(OC(C)(C)C)=O)=O)=O tert-butyl ((S)-1,5-bis((4-((4-((2-((S)-2-cyano-4,4-difluoropyrrolidin-1-yl)-2-oxoethyl)carbamoyl)quinolin-6-yl)oxy)butyl)amino)-1,5-dioxopentan-2-yl)carbamate